2-chloro-4-(3-ethylpyridin-4-yl)-5-fluoro-N-(6-((tetrahydrofuran-3-yl)amino)-5-(trifluoromethyl)pyridin-3-yl)benzamide ClC1=C(C(=O)NC=2C=NC(=C(C2)C(F)(F)F)NC2COCC2)C=C(C(=C1)C1=C(C=NC=C1)CC)F